C(CCCCCCCCCCC)OC([C@@H]1[C@H]([C@@H]([C@H]([C@H](O)O1)O)O)O)=O β-D-glucuronic acid dodecyl ester